C(CC)C(C1=CC=CC=C1)O alpha-propyl-benzyl alcohol